O=C1N(CCC(N1)=O)C1=CC=C(C=C1)NC(C1=CC(=C(C=C1)CN1CCCCC1)F)=O N-(4-(2,4-dioxotetrahydropyrimidin-1(2H)-yl)phenyl)-3-fluoro-4-(piperidin-1-ylmethyl)benzamide